NC=1C(=NC(=CN1)C1=CC=C(C=C1)C)C(=O)NC1=CC=C(C=C1)S(=O)(=O)CP(OCC)(OCC)=O diethyl (((4-(3-amino-6-(p-tolyl)pyrazine-2-carboxamido)phenyl)sulfonyl)methyl)phosphonate